BrC1=C(COC2OCCCC2)C(=CC=C1)C 2-((2-bromo-6-methylbenzyl)oxy)tetrahydro-2H-pyran